ClC1=C(C=C(C=C1)F)C1NC(C=2C3=C(C=C(C12)NC(C1=CC(=CC(=C1)F)C(F)(F)F)=O)C(=CC=C3)C#N)=O N-[3-(2-chloro-5-fluorophenyl)-6-cyano-1-oxo-2,3-dihydro-1H-benzo[e]isoindol-4-yl]-5-fluoro-3-(trifluoromethyl)benzamide